Cl.Cl.Cl.C1(CC1)CN1C(=NC2=C1C=CC(=C2)C#CC2=NC=CC=C2)CCN 2-(1-(cyclopropylmethyl)-5-(pyridin-2-ylethynyl)-1H-benzo[d]imidazol-2-yl)ethan-1-amine trihydrochloride